(2R)-2-{[tert-butyl-(dimethyl)silyl]oxy}-2-cyclopropyl-N-(4-methoxybenzyl)ethaneamine C(C)(C)(C)[Si](O[C@@H](CNCC1=CC=C(C=C1)OC)C1CC1)(C)C